CC1=CC=C(N=N1)CNC1=NC=NC2=CC=C(C=C12)C=1C=NC(=NC1)C N-((6-methylpyridazin-3-yl)methyl)-6-(2-methylpyrimidin-5-yl)quinazolin-4-amine